N1C(NCC=2N=C3N(C12)C1(C=N3)COC=C1)N tetrahydro-2H-spiro[furan-3,8'-imidazo[1,2-e]purine]-2'-amine